2-Fluoro-4-(6-(3-fluoro-4-methoxyphenyl)-2-(piperazin-1-yl)quinazolin-4-yl)benzonitrile FC1=C(C#N)C=CC(=C1)C1=NC(=NC2=CC=C(C=C12)C1=CC(=C(C=C1)OC)F)N1CCNCC1